4-(6-(2,5-Difluorophenyl)-6-(1-methyl-2-oxo-1,2-dihydropyridin-3-yl)hex-1,3-diyn-1-yl)-2-((R)-morpholin-2-yl)-1H-pyrrole FC1=C(C=C(C=C1)F)C(CC#CC#CC=1C=C(NC1)[C@H]1CNCCO1)C=1C(N(C=CC1)C)=O